C(CCCCCCCCCCCCCCCC)(=O)[O-].[Fr+] Francium heptadecanoate